BrC1=C(C=C(CNC(=O)C2NCCN(C2)C=2C=3C(N=CN2)=NN(C3)C3=CC=C(C=C3)C(F)(F)F)C=C1)Cl N-(4-bromo-3-chlorobenzyl)-4-(2-(4-(trifluoromethyl)phenyl)-2H-pyrazolo[3,4-d]pyrimidin-4-yl)piperazine-2-carboxamide